1-{3-pyridyl}2,5-diazahexane N1=CC(=CC=C1)CNCCNC